C(C)OC(=O)C1(C(C2=C(C=C(C=C2C1)F)C)=O)C(=O)OCC 5-fluoro-7-methyl-1-oxo-1,3-dihydro-2H-indene-2,2-dicarboxylic acid diethyl ester